NCC(CN1N=CN(C1=O)C1=NC=C(N=C1)C=1C=NC(=CC1)N(C)C)=C(F)F 2-[2-(aminomethyl)-3,3-difluoro-allyl]-4-[5-[6-(dimethylamino)-3-pyridinyl]pyrazin-2-yl]-1,2,4-triazol-3-one